C1(CC1)NCC1=C(C=C(C=C1)C1=CC(=NC=N1)NCCN1C(=CC2=C(C=CC=C12)OC)C)OCC [6-(4-Cyclopropylaminomethyl-3-ethoxy-phenyl)-pyrimidin-4-yl]-[2-(4-methoxy-2-methyl-indol-1-yl)-ethyl]-amine